5-(1-(3,3-difluoropropyl)-1H-benzo[d][1,2,3]triazol-6-yl)-6-fluoro-N-((3R,4S)-3-fluoro-1-methylpiperidin-4-yl)-4-methoxypyrrolo[2,1-f][1,2,4]triazin-2-amine FC(CCN1N=NC2=C1C=C(C=C2)C=2C(=CN1N=C(N=C(C12)OC)N[C@@H]1[C@@H](CN(CC1)C)F)F)F